5-[(3-Bromophenyl)thio]-2-isopropylpyrimidine-4-carboxylic acid BrC=1C=C(C=CC1)SC=1C(=NC(=NC1)C(C)C)C(=O)O